3-[4-[4-[(2,6-dioxo-3-piperidyl)amino]phenyl]-1-piperidyl]cyclobutanecarboxylic acid hydrochloride Cl.O=C1NC(CCC1NC1=CC=C(C=C1)C1CCN(CC1)C1CC(C1)C(=O)O)=O